C[Si](OC=CO[Si](C)(C)C)(C)C 1,2-bis(trimethylsiloxy)ethaneN